2-(4-fluorophenyl)-3-(1H-pyrrol-1-yl)imidazo[1,2-a]pyridine-7-carbaldehyde FC1=CC=C(C=C1)C=1N=C2N(C=CC(=C2)C=O)C1N1C=CC=C1